methyl 5-(3-chloro-4-hydroxybenzamido)thiazole-4-carboxylate ClC=1C=C(C(=O)NC2=C(N=CS2)C(=O)OC)C=CC1O